(3S)-7-((3S,5R)-4-acryloyl-3,5-dimethylpiperazin-1-yl)-10-(2,4-difluorophenyl)-3-(ethoxymethyl)-9-(trifluoromethyl)-2H-[1,4]thiazino[2,3,4-ij]quinazolin-5(3H)-one C(C=C)(=O)N1[C@H](CN(C[C@H]1C)C1=NC(N2C3=C(C(=C(C=C13)C(F)(F)F)C1=C(C=C(C=C1)F)F)SC[C@@H]2COCC)=O)C